[4-methyl-6-(methylamino)pyrimidin-2-ylamino-2,3-dihydro-1,4-benzodioxin-5-yl]-2-methyl-2,3,4,7-tetrahydroazepine-1-carboxylate CC1=NC(=NC(=C1)NC)NC1COC2=C(O1)C=CC=C2OC(=O)N2C(CCC=CC2)C